O5-Tert-butyl O4-methyl 2-methyl-4,6-dihydropyrrolo[3,4-c]pyrazole-4,5-dicarboxylate CN1N=C2C(=C1)C(N(C2)C(=O)OC(C)(C)C)C(=O)OC